[2-fluoro-6-methyl-4-[[3-[3-(trifluoromethyl)-1H-pyrazol-4-yl]imidazo[1,2-a]pyrazin-8-yl]amino]phenyl]-piperazin-1-ylmethanone FC1=C(C(=CC(=C1)NC=1C=2N(C=CN1)C(=CN2)C=2C(=NNC2)C(F)(F)F)C)C(=O)N2CCNCC2